2,6-di-tert-butyl-4-hydroxy-phenyl propionate C(CC)(=O)OC1=C(C=C(C=C1C(C)(C)C)O)C(C)(C)C